OCCC(CCCCCCCCCCCCC)N1CCCCC1 1-(2-hydroxyethyl)-tetradecylpiperidine